ClC1=C(C(=O)NC2=CC(=NN2C2=CC=CC=C2)C(=O)NCCCCCCCCN2CCN(CC2)C2=CC=C(C=C2)NC2C(NC(CC2)=O)=O)C=C(C(=C1)Cl)C1=NC=CC=C1 5-[[2,4-dichloro-5-(2-pyridyl)benzoyl]amino]-N-[8-[4-[4-[(2,6-dioxo-3-piperidyl)amino]phenyl]piperazin-1-yl]octyl]-1-phenyl-pyrazole-3-carboxamide